(1S,2R,5R)-3-(5-bromo-7-chloro-2-(ethylsulfanyl)-8-fluoropyrido[4,3-d]pyrimidin-4-yl)-2-(prop-1-en-2-yl)-3,8-diazabicyclo[3.2.1]octane-8-carboxylic acid tert-butyl ester C(C)(C)(C)OC(=O)N1[C@@H]2[C@H](N(C[C@H]1CC2)C=2C1=C(N=C(N2)SCC)C(=C(N=C1Br)Cl)F)C(=C)C